ClCCCS(=O)(=O)NS(=O)(=O)C(F)(F)F.[K] potassium 3-chloro-N-trifluoromethanesulfonyl-propane-1-sulfonamide